N1=CC(=CC=C1)C=1C=C(C=C(C1)C=1C=NC=CC1)C1=CC(=CC=C1)C1=CC(=CC(=C1)C=1C=NC=CC1)C=1C=NC=CC1 1,3-bis[3,5-di(pyridine-3-yl)phenyl]benzene